N-tridecyl-N,N-dimethyl-N-benzylammonium C(CCCCCCCCCCCC)[N+](CC1=CC=CC=C1)(C)C